C1(=CC=CC=C1)[Se]C(C(=O)C1=C(C=C(C=C1Cl)Cl)Cl)[Se]C1=CC=CC=C1 2,2-Bis(phenylselanyl)-1-(2,4,6-trichlorophenyl)ethan-1-one